C[C@@]1(CC2=CC=C(C=C2C1)C)CO (-)-(S)-2,5-dimethyl-2-indanmethanol